4-(2,2-difluoroethoxy)isoxazole-3-carboxylic acid FC(COC=1C(=NOC1)C(=O)O)F